C1(C2C(CC1)O2)OCC2CO2 2,3-Epoxycyclopentylglycidylether